C1(CCC1)OC=1C=C(C=CC1)C=1C=C2CCC(OC2=CC1)CCC(=O)O 3-[6-(3-Cyclobutoxy-phenyl)-chroman-2-yl]-propionic acid